C(CCC)(=O)N[C@@H](CCSC)C(=O)O N-butanoyl-Methionine